CN([C@@H]1CN(CC1)C1=C(C=C(C=C1)NC1=NC=C(C(=N1)C1=CNC2=C(C=CC=C12)F)C(F)(F)F)N)C (S)-4-(3-(dimethylamino)pyrrolidin-1-yl)-N1-(4-(7-fluoro-1H-indol-3-yl)-5-(trifluoromethyl)pyrimidin-2-yl)benzene-1,3-diamine